O1CC(CC1)N1CCNCC1 (tetrahydrofuran-3-yl)piperazin